methyl 4-styrylpyrimidine-2-carboxylate C(=CC1=CC=CC=C1)C1=NC(=NC=C1)C(=O)OC